5-bromo-1-methyl-3-(1-methyl-1H-1,2,3-triazol-4-ylamino)pyridin-2(1H)-one BrC=1C=C(C(N(C1)C)=O)NC=1N=NN(C1)C